C(C=C)(=O)[O-].[Na+] sodium acrylate salt